O=C1N(C=2C(=NC=CC2)N1)C1CCN(CC1)C(=O)O[C@@H]1CC[C@H]([C@@H](C=2C1=NC=CC2)N)C2=CC(=CC(=C2)F)F (5S,6S,9R)-5-amino-6-(3,5-difluorophenyl)-6,7,8,9-tetrahydro-5H-cyclohepta[b]pyridin-9-yl 4-(2-oxo-2,3-dihydro-1H-imidazo[4,5-b]pyridin-1-yl)piperidine-1-carboxylate